O=C1NC(CCC1NC1=CC=C(C=C1)C=1C[C@@H](N([C@@H](C1)C)C(=O)OC(C)(C)C)C)=O tert-butyl (2S,6R)-4-[4-[(2,6-dioxo-3-piperidyl)amino]phenyl]-2,6-dimethyl-3,6-dihydro-2H-pyridine-1-carboxylate